C(C)(C)C1CCC(=CC1SCCCCCCCCCCCCCCCCCC)C (6-isopropyl-3-methylcyclohex-2-en-1-yl)(octadecyl)sulfane